[In].[Bi].[Ru] ruthenium-bismuth-indium